1-[3-(1-(4-[(2,6-dioxopiperidin-3-yl)amino]-2-fluorophenylpiperidin-4-yl)propyl)piperidin-4-yl-6-methoxyindazol-5-yl]-6-(trifluoromethyl)pyridine-2-carboxamide O=C1NC(CCC1NC1=CC(=C(C=C1)N1CCC(CC1)C(CC)C1CNCCC1C1=NNC2=CC(=C(C=C12)N1C(C=CC=C1C(F)(F)F)C(=O)N)OC)F)=O